(2R*)-2-amino-3-{4-[2-(dihydroxyboranyl)ethyl]-2-fluorophenyl}propanoic acid N[C@@H](C(=O)O)CC1=C(C=C(C=C1)CCB(O)O)F |o1:1|